2-(2,6-dioxopiperidin-3-yl)-5-fluoro-6-(4-(hydroxymethyl)piperidin-1-yl)isoindoline O=C1NC(CCC1N1CC2=CC(=C(C=C2C1)F)N1CCC(CC1)CO)=O